O=C1NC=2N(CC1)N=CC2C#N 5-oxo-4,5,6,7-tetrahydropyrazolo[1,5-a]pyrimidine-3-carbonitrile